(3aR,6S,7aR)-2-(dodecylthio)-3a-methyl-6-(prop-1-en-2-yl)hexahydrobenzo[d][1,3,2]oxathiaphosphole 2-sulfide C(CCCCCCCCCCC)SP1(O[C@H]2[C@](S1)(CC[C@@H](C2)C(=C)C)C)=S